C(CC)C1=CC=C(C=C1)C1CCC=2C(=CC(=NC2C1)OCC1OCCCC1)O 7-(4-propylphenyl)-2-((tetrahydro-2H-pyran-2-yl)methoxy)-5,6,7,8-tetrahydroquinolin-4-ol